4-(8-methyl-5,6,7,8-tetrahydro-1,6-naphthyridin-3-yl)piperazine-1-carboxylic acid tert-butyl ester C(C)(C)(C)OC(=O)N1CCN(CC1)C=1C=NC=2C(CNCC2C1)C